N-[4-chloro-6-(2,2-dimethylcyclopropyl)pyrimidin-2-yl]-1-methyl-pyrazole-4-sulfonamide ClC1=NC(=NC(=C1)C1C(C1)(C)C)NS(=O)(=O)C=1C=NN(C1)C